NC(C)(C)C1=NN(C=2N(C([C@@H]([C@@H](C21)C2=CC=C(C=C2)F)NC(C2=CC(=CC=C2)C(F)(F)F)=O)=O)CC)C2=CC=CC=C2 |r| rac-N-((4R,5R)-3-(2-aminopropan-2-yl)-7-ethyl-4-(4-fluorophenyl)-6-oxo-1-phenyl-4,5,6,7-tetrahydro-1H-pyrazolo[3,4-b]pyridin-5-yl)-3-(trifluoromethyl)benzamide